Cl.CN(C=1C=2C=CC=NC2C=CC1)C1CCNCC1 N-methyl-N-(piperidin-4-yl)quinolin-5-amine hydrochloride